C(CCCCCCCCCCCCCCC)(=O)OCCCCCCCC octyl palmitate